COC1=CC=C(C=C1)C=1OC(=C(N1)CCO)C 2-[2-(4-methoxyphenyl)-5-methyl-1,3-oxazol-4-yl]ethanol